FC1=C(C(=CC=C1F)F)[C@H]1CC[C@H](CC1)OCC1=NC=CC=C1C1=CC=NN1COCC[Si](C)(C)C 2-((((CIS)-4-(2,3,6-trifluorophenyl)cyclohexyl)oxy)methyl)-3-(1-((2-(trimethylsilyl)ethoxy)methyl)-1H-pyrazol-5-yl)pyridine